C(CC(O)(C(=O)OCC(CCC)C)CC(=O)OCC(CCC)C)(=O)OCC(CCC)C tri(2-methyl-1-pentyl) citrate